4-(4-(2-(2-Aminopyridin-3-yl)-5-phenyl-3H-imidazo[4,5-b]pyridin-3-yl)benzyl)-1,4-diazepane-1-carbonitrile NC1=NC=CC=C1C1=NC=2C(=NC(=CC2)C2=CC=CC=C2)N1C1=CC=C(CN2CCN(CCC2)C#N)C=C1